C1(=CC=CC=C1)C1=C(C(=CC(=C1)C1=CC=CC=C1)C1=CC=CC=C1)[Mg]Br (2,4,6-triphenylphenyl)magnesium bromide